[NH+]1=CNC2=C1C=CC=C2 benzimidazolium